3-(2-methoxyethyl)-3H-imidazo[4,5-b]pyridine-5-carboxylic acid methyl ester COC(=O)C1=CC=C2C(=N1)N(C=N2)CCOC